1,2-bis(phenylsulfinyl)ethane C1(=CC=CC=C1)S(=O)CCS(=O)C1=CC=CC=C1